F[Sb-](F)(F)(F)(F)F.[IH2+] iodonium hexafluoroantimonate